[Ru].C(C1=CC=CC=C1)=C1C(C(CCC1(Cl)Cl)P(C1CCCCC1)C1CCCCC1)=C1N(CCN1C1=C(C=C(C=C1C)C)C)C1=C(C=C(C=C1C)C)C benzylidene[1,3-bis(2,4,6-trimethylphenyl)-2-imidazolidinylidene]dichloro(tricyclohexyl-phosphine) ruthenium